CN1N=C(C(=C1)[N+](=O)[O-])Cl 1-methyl-3-chloro-4-nitropyrazole